(S)-2-isopropyl-5-(4-(4-(trifluoromethyl)pyrazolo[1,5-a]pyridin-2-yl)-1,4,6,7-tetrahydro-5H-imidazo[4,5-c]pyridin-5-yl)-1,3,4-oxadiazole C(C)(C)C=1OC(=NN1)N1[C@@H](C2=C(CC1)NC=N2)C2=NN1C(C(=CC=C1)C(F)(F)F)=C2